[(3R)-4-{2-[(1S)-1-hydroxyethyl]pyridine-3-carbonyl}thiomorpholin-3-yl]methoxylbenzaldehyde O[C@@H](C)C1=NC=CC=C1C(=O)N1[C@@H](CSCC1)COC1=C(C=O)C=CC=C1